BrC=1C(=C2C(=NC=NC2=CC1)OC(=O)N1CCC2(CNC2)CC1)F (6-bromo-5-fluoroquinazolin-4-yl)-2,7-diazaspiro[3.5]nonane-7-carboxylate